C(#N)C1=C(C=C(C=C1)N1CCC(CC1)C(=O)NC1=NC=C(C=C1)OC1CCN(CC1)CC1CCN(CC1)C1=C(C=C(C=C1)N[C@H]1C(NC(CC1)=O)=O)F)C(F)(F)F (R)-1-(4-cyano-3-(trifluoromethyl)phenyl)-N-(5-((1-((1-(4-((2,6-dioxopiperidin-3-yl)amino)-2-fluorophenyl)piperidin-4-yl)methyl)piperidin-4-yl)oxy)pyridin-2-yl)piperidine-4-carboxamide